3-bromopyridine-2,4-diol BrC=1C(=NC=CC1O)O